(S)-1-(4-(1-(2,2-difluoroethyl)-3-phenyl-1H-pyrazol-4-yl)-7-methoxyquinazolin-6-yl)ethan-1-ol FC(CN1N=C(C(=C1)C1=NC=NC2=CC(=C(C=C12)[C@H](C)O)OC)C1=CC=CC=C1)F